NN.[N+](=O)([O-])C=1C(=NC=CN1)[N+](=O)[O-] dinitropyrazine hydrazine salt